BrCC=1C=C(C(=NC1)C(=O)OC)C(=O)OC dimethyl 5-bromomethyl-2,3-pyridinedicarboxylate